C(CCCCCCCC=CCC=CCCCCC)O 9,12-Octadecadien-1-ol